OC=1C=C(C=C(C1)OC)C=CC1=CC=C(C=C1)OC 3-hydroxy-4',5-dimethoxystilbene